NC1=C(SC=2C1=C1C=CC=NC1=CC2)C(=O)OC methyl 1-aminothieno[3,2-f]quinoline-2-carboxylate